3-Chloro-2-(2-chloroethoxy)-5-(2-(4-((2-((1-oxotetrahydro-1λ6-thiophene-1-ylidene)amino)pyrimidine-4-yl)methoxy)phenyl)propan-2-yl)benzonitrile ClC=1C(=C(C#N)C=C(C1)C(C)(C)C1=CC=C(C=C1)OCC1=NC(=NC=C1)N=S1(CCCC1)=O)OCCCl